2-(6-chloro-3-pyridinyl)-1-[(5-chloropyrimidin-2-yl)methyl]imidazole-4-carbaldehyde ClC1=CC=C(C=N1)C=1N(C=C(N1)C=O)CC1=NC=C(C=N1)Cl